C(C)(C)(C1=CC=CC=C1)C1=CC=C(CS(=O)(=O)OC2=C(C=CC=C2)NC(NC2=C(C=CC=C2)OS(=O)(=O)CC2=CC=C(C=C2)C(C)(C)C2=CC=CC=C2)=O)C=C1 bis-[2-(p-cumyl-benzylsulfonyloxy)phenyl]urea